N-((1S,3S)-3-aminocyclopentyl)-3-(6-methoxy-1H-benzo[d]imidazol-2-yl)-1H-indazole-5-carboxamide N[C@@H]1C[C@H](CC1)NC(=O)C=1C=C2C(=NNC2=CC1)C1=NC2=C(N1)C=C(C=C2)OC